ClC1=C(C=CC=C1)C1=CC=CC2=C1NC(=NS2(=O)=O)NCC 5-(2-chlorophenyl)-3-(ethylamino)-4H-benzo[e][1,2,4]thiadiazine 1,1-dioxide